platinum (1,3-divinyl-1,1,3,3-tetramethyldisiloxane) C(=C)[Si](O[Si](C)(C)C=C)(C)C.[Pt]